N-(4-(3-Aminophenoxy)-3-(4-methoxy-1-methyl-6-oxo-1,6-dihydropyridin-3-yl)phenyl)ethanesulfonamide NC=1C=C(OC2=C(C=C(C=C2)NS(=O)(=O)CC)C2=CN(C(C=C2OC)=O)C)C=CC1